NCCOC=1C=C(C=CC1)C[C@H](C(=O)OC(C)(C)C)[C@@H]1CN(CC1)C(=O)OC(C)(C)C tert-butyl (3R)-3-[(2S)-3-[3-(2-aminoethoxy)phenyl]-1-(tert-butoxy)-1-oxopropane-2-yl]pyrrolidine-1-carboxylate